3-(difluoromethyl)-4,4-difluoro-5,5a,6,6a-tetrahydrocyclopropa[g]indazol FC(C1=NNC=2C3C(CC(C12)(F)F)C3)F